N1([C@@H]2[C@H](C[C@H]1C(=O)OCC1=CC=CC=C1)CCC2)C(=O)OC(C)(C)C 2-benzyl 1-tert-butyl (2S,3aS,6aS)-hexahydrocyclopenta[b]pyrrole-1,2(2H)-dicarboxylate